FC=1C=2N(C=C(C1)C1=CNC=3N=C(N=CC31)NCC(C)(C)F)C=C(N2)C 5-(8-fluoro-2-methylimidazo[1,2-a]pyridin-6-yl)-N-(2-fluoro-2-methylpropyl)-7H-pyrrolo[2,3-d]pyrimidin-2-amine